C(N)(=O)C=1C(=NNC1NC1=NC=C(C(=O)O)C=C1)C1=CC(=C(C=C1)NS(=O)(=O)CC)O[C@@H](C)C1=CC=C(C=C1)F (S)-6-((4-carbamoyl-3-(4-(ethylsulfonamido)-3-(1-(4-fluorophenyl)ethoxy)phenyl)-1H-pyrazol-5-yl)amino)nicotinic acid